N1(C=NC=C1)C(=O)N1CCC(CCC1)N1C(NC2=NC=CC=C21)=O 1-(1-(1H-imidazole-1-carbonyl)azepan-4-yl)-1,3-dihydro-2H-imidazo[4,5-b]pyridine-2-one